C1=C(C=CC2=CC(=CC=C12)C=1C=CC2=C(C1)C=1N=CN=C(C1O2)C=2C=C(C=CC2)C2=CC(=CC=C2)C2=CC=CC1=C2SC2=C1C=CC=C2)C2=CC1=CC=CC=C1C=C2 8-[(2,2'-binaphthyl)-6-yl]-4-[3'-(dibenzothiophen-4-yl)biphenyl-3-yl]-[1]benzofuro[3,2-d]pyrimidine